[C@H]12[C@H](C[C@H](CC1)C2)NC(COC2=CC=C1C=CC(=CC1=C2)C(CC(=O)O)C2=CC1=C(OCO1)C=C2Cl)=O 3-(7-(2-(((1S,2S,4R)-bicyclo[2.2.1]heptan-2-yl)amino)-2-oxoethoxy)naphthalen-2-yl)-3-(6-chlorobenzo[d][1,3]dioxol-5-yl)propanoic acid